2-(5-{1-[(6,7-dimethoxy-2-methylquinazolin-4-yl)amino]-ethyl}thiophen-2-yl)-N,N-di-methylbenzene-sulfonamide COC=1C=C2C(=NC(=NC2=CC1OC)C)NC(C)C1=CC=C(S1)C1=C(C=CC=C1)S(=O)(=O)N(C)C